C1(CC(=O)OC(C2=CC=CC=C2)O1)=O Benzylidene Malonate